2-[(4-{6-[(4-chloro-2-fluorobenzyl)oxy]pyridin-2-yl}piperidin-1-yl)methyl]-1-[(1-methyl-1H-pyrazol-5-yl)methyl]-1H-benzimidazole-6-carboxylic acid ClC1=CC(=C(COC2=CC=CC(=N2)C2CCN(CC2)CC2=NC3=C(N2CC2=CC=NN2C)C=C(C=C3)C(=O)O)C=C1)F